NC=1C=C2C=C(C(=NC2=CC1)C)C1C(NC(CC1)=O)=O 3-(6-amino-2-methylquinolin-3-yl)piperidine-2,6-dione